C1=C(C=C(C(=C1O)O)O)/C=C\\2/C(=O)C3=C(C=C(C=C3O2)O[C@H]4[C@@H]([C@H]([C@@H]([C@H](O4)CO)O)O)O)O The molecule is a beta-D-glucoside in which a beta-D-glucopyranosyl residue is attached at position 6 of bracteatin via a glycosidic linkage. It derives from a bracteatin.